2-(Fluoromethyl)naphthalene FCC1=CC2=CC=CC=C2C=C1